5-(Cyanomethylamino)-6-(1-methylbenzimidazol-4-yl)-3-(4-morpholinoanilino)pyrazin-2-carboxamid C(#N)CNC=1N=C(C(=NC1C1=CC=CC=2N(C=NC21)C)C(=O)N)NC2=CC=C(C=C2)N2CCOCC2